methyl 4-(1-ethyl-4-methyl-1H-imidazol-2-yl)benzoate C(C)N1C(=NC(=C1)C)C1=CC=C(C(=O)OC)C=C1